3-(1-methyl-7-(4-(piperidin-4-yloxy)piperidin-1-yl)-1H-indazol-3-yl)piperidine-2,6-dione CN1N=C(C2=CC=CC(=C12)N1CCC(CC1)OC1CCNCC1)C1C(NC(CC1)=O)=O